ClC1=C(C=CC(=C1)F)C1=CNC(C2=CC(=CC=C12)O[C@@H](C(=O)N1[C@@H](COCC1)COC)C)=O 4-(2-chloro-4-fluorophenyl)-7-(((R)-1-((R)-3-(methoxymethyl)morpholino)-1-oxopropan-2-yl)oxy)isoquinolin-1(2H)-one